ClC1=C(C=CC(=C1)C(=O)N1[C@H]([C@@H](N(CC1)C1=NC(=CC=C1)Cl)C)C)[S@](=O)CC(=O)OCC |&1:24| (±)-Ethyl 2-((2-chloro-4-(4-(6-chloropyridin-2-yl)-trans-2,3-dimethylpiperazine-1-carbonyl)phenyl)sulfinyl)acetate